FC=1C=C(C=CC1)C12C(OCC(N1)=O)CCCC2 4a-(3-fluorophenyl)hexahydro-2H-benzo[b][1,4]oxazin-3(4H)-one